ClC1=NC=C(C(=N1)C1=NC=2C=CC3=C(C2C=C1)C1=C(S3)CN[C@@H](CN1)C)COC1COC1 (R)-3-(2-chloro-5-((oxetan-3-yloxy)methyl)pyrimidin-4-yl)-10-methyl-9,10,11,12-tetrahydro-8H-[1,4]diazepino[5',6':4,5]thieno[3,2-f]quinolin